CN(C1=CC=C(CNC(CN)C)C=C1)C N2-(4-(dimethylamino)benzyl)-1,2-propanediamine